N[C@@H](C)C1=NC=NN1 5-[(1S)-1-aminoethyl]-1H-1,2,4-triazol